NC1=NC(=C2N=CN(C2=N1)CC1=C(C=C(C=C1F)N)F)C1=CC(=NC=C1)C#N 4-[2-amino-9-[(4-amino-2,6-difluoro-phenyl)methyl]purin-6-yl]pyridine-2-carbonitrile